O=C1NC(CCC1N1C(C2=CC=C(C=C2C1)C1(CCN(CC1)C(=O)OC(C)(C)C)O)=O)=O tert-butyl 4-[2-(2,6-dioxo-3-piperidyl)-1-oxo-isoindolin-5-yl]-4-hydroxyl-piperidine-1-carboxylate